meta-dimethylolphthalic acid C(O)C1(C(=O)O)C(C(=O)O)C(=CC=C1)CO